3,5-di-tert-butyl-4-hydroxyphenylpropionic acid carbon [C].C(C)(C)(C)C=1C=C(C=C(C1O)C(C)(C)C)C(C(=O)O)C